tert-butyl 2-(2-(2-(3-(5-((R)-1-(3,5-dichloropyridin-4-yl)ethoxy)-1-(tetrahydro-2H-pyran-2-yl)-1H-indazol-3-yl)phenoxy)ethoxy)ethoxy)acetate ClC=1C=NC=C(C1[C@@H](C)OC=1C=C2C(=NN(C2=CC1)C1OCCCC1)C=1C=C(OCCOCCOCC(=O)OC(C)(C)C)C=CC1)Cl